6-(4-fluoro-3-(2-hydroxypropan-2-yl)-1H-pyrazol-1-yl)nicotinaldehyde FC=1C(=NN(C1)C1=NC=C(C=O)C=C1)C(C)(C)O